ClC=1C=C(C=CC1)C#C\C=C/1\C(CN(CC1)C(=O)N1CC(OCC1)(C)C)(C)C {(4E)-4-[3-(3-chlorophenyl)prop-2-yn-1-ylidene]-3,3-dimethylpiperidin-1-yl}(2,2-dimethylmorpholin-4-yl)methanone